CN1CCN(CC1)C=1N=C(C2=C(N1)C=CO2)NC=2N=CN(C2)C2=CC(=C(C(=C2)OC)OC)OC 2-(4-methylpiperazin-1-yl)-N-(1-(3,4,5-trimethoxyphenyl)-1H-imidazol-4-yl)furo[3,2-D]pyrimidin-4-amine